N-(4-(1,2,4,5-tetrazin-3-yl)benzyl)-1-amino-3,6,9,12-tetraoxapentadecan-15-amide N1=NC(=NN=C1)C1=CC=C(CNC(CCOCCOCCOCCOCCN)=O)C=C1